BrC1=CC=C2C(=N1)C(CN2C2=NC(=NC=N2)NC=2C=C(C(=CC2OC)N(C)CCN(C)C)N)(C)C N4-(4-(5-bromo-3,3-dimethyl-2,3-dihydro-1H-pyrrolo[3,2-b]pyridin-1-yl)-1,3,5-triazin-2-yl)-N1-(2-(dimethylamino)ethyl)-5-methoxy-N1-methylbenzene-1,2,4-triamine